N(=[N+]=[N-])CCCC(=O)N1CCN(CC1)CCCOC=1C=C2C(=NC=NC2=CC1OC)NC1=CC(=C(C=C1)F)Cl 4-azido-1-(4-(3-((4-((3-chloro-4-fluorophenyl)amino)-7-methoxyquinazolin-6-yl)oxy)propyl)piperazin-1-yl)butan-1-one